C(CCCCC(C)C)(=O)[O-].[Sr+2].C(CCCCC(C)C)(=O)[O-] strontium isooctanoate